1-[4-(difluoromethyl)-3-fluoro-2-pyridyl]ethanamine FC(C1=C(C(=NC=C1)C(C)N)F)F